4-(((3-hydroxy-2-(pyridin-2-yl)-4,5,6,7-tetrahydro-2H-indazol-5-yl)(methyl)amino)methyl)-N,N-dimethylbenzamide OC=1N(N=C2CCC(CC12)N(C)CC1=CC=C(C(=O)N(C)C)C=C1)C1=NC=CC=C1